C(C)(=O)N1CCN(CC1)C[C@@H](C(=O)N1CCN(CC1)C=1C2=C(N=CN1)[C@@H](C[C@H]2C)O)C2=CC=C(C=C2)Cl (S)-3-(4-acetylpiperazin-1-yl)-2-(4-chlorophenyl)-1-(4-((5R,7R)-7-hydroxy-5-methyl-6,7-dihydro-5H-cyclopenta[d]pyrimidin-4-yl)piperazin-1-yl)propan-1-one